2-(((2-(4-(2-hydroxyethyl)piperazin-1-yl)ethyl)amino)methylene)-5-(4-(morpholine-4-carbonyl)phenyl)cyclohexane OCCN1CCN(CC1)CCNC=C1CCC(CC1)C1=CC=C(C=C1)C(=O)N1CCOCC1